Tyrosineium [NH3+][C@@H](CC1=CC=C(C=C1)O)C(=O)O